CN[C@@H](CCC)C(=O)O L-N-methylnorvaline